2,2,2-trichloro-N-(2-methoxyethyl)-N-((4-methyl-3-oxoquinuclidin-2-yl)methyl)acetamide 2,2,2-trifluoroacetate FC(C(=O)O)(F)F.ClC(C(=O)N(CC1N2CCC(C1=O)(CC2)C)CCOC)(Cl)Cl